FC1=C(C=C(C(=O)N(C)[C@H](CN2CC(C2)F)C(C)C)C=C1)C(F)(F)F (S)-4-Fluoro-N-(1-(3-fluoroazetidin-1-yl)-3-methylbutan-2-yl)-N-methyl-3-(trifluoromethyl)benzamide